NC1=C(C2=C(C=3N(C=N2)C=NN3)N1C1=C(C(=CC=C1C)O)C)C(=O)N 8-amino-9-(3-hydroxy-2,6-dimethylphenyl)-9H-pyrrolo[2,3-e][1,2,4]triazolo[4,3-c]pyrimidine-7-carboxamide